5-[5-({[4-(aminomethyl)phenyl]methyl}amino)-1-(3-hydroxy-2,2-dimethylpropanoyl)-1H-pyrazol-3-yl]-1-(2,2-dimethylpropanoyl)-4-methylpiperidin-2-one NCC1=CC=C(C=C1)CNC1=CC(=NN1C(C(CO)(C)C)=O)C1C(CC(N(C1)C(C(C)(C)C)=O)=O)C